[O-2].[O-2].[O-2].[O-2].[Mn+3] manganic tetraoxide